(±)-methyl 2-((2-ethyl-4,4-dimethylcyclohexylidene)methoxy)propanoate C(C)C1C(CCC(C1)(C)C)=COC(C(=O)OC)C